NC1=NC(=C2N=CN(C2=N1)CC1=C(C=C(C=C1F)[N+](=O)[O-])F)C1=CC(=NC=C1)C#N 4-[2-amino-9-[(2,6-difluoro-4-nitro-phenyl)methyl]purin-6-yl]pyridine-2-carbonitrile